(5S)-5-({p-[2-(5-ETHYL-2-PYRIDYL)ETHOXY]PHENYL}METHYL)-(5-2H)-1,3-THIAZOLIDINE-2,4-DIONE C(C)C=1C=CC(=NC1)CCOC1=CC=C(C=C1)C[C@]1(C(NC(S1)=O)=O)[2H]